(R)-3-methyl-4-(7-(methylsulfonyl)-4-(1H-pyrrolo[2,3-b]pyridin-4-yl)-6,7-dihydro-5H-pyrrolo[2,3-d]pyrimidin-2-yl)morpholine methyl-(E)-2-(3-methoxy-3-oxoprop-1-en-1-yl)benzoate COC(C1=C(C=CC=C1)\C=C\C(=O)OC)=O.C[C@H]1N(CCOC1)C=1N=C(C2=C(N1)N(CC2)S(=O)(=O)C)C2=C1C(=NC=C2)NC=C1